The molecule is a 7alpha-hydroxy steroid, a 24-hydroxy steroid and a 3-oxo-5beta-steroid. It has a role as a bile acid metabolite. It derives from a hydride of a 5beta-cholestane. C[C@H](CCC(C(C)C)O)[C@H]1CC[C@@H]2[C@@]1(CC[C@H]3[C@H]2[C@@H](C[C@H]4[C@@]3(CCC(=O)C4)C)O)C